tert-butyl 2-(cyanomethyl)-4-[7-(2-fluoro-1-naphthyl)-2-[[(2S)-1-methylpyrrolidin-2-yl]methoxy]-6,8-dihydro-5H-pyrido[3,4-d]pyrimidin-4-yl]piperazine-1-carboxylate C(#N)CC1N(CCN(C1)C=1C2=C(N=C(N1)OC[C@H]1N(CCC1)C)CN(CC2)C2=C(C=CC1=CC=CC=C21)F)C(=O)OC(C)(C)C